2-cyclopropyl-N-[(4-{[(3,4-dimethylphenyl)methyl]amino}-1-methyl-1H-pyrazolo[4,3-c]quinolin-7-yl)methyl]-N-(4-fluoro-2-methanesulfonylphenyl)pyrimidine-5-carboxamide C1(CC1)C1=NC=C(C=N1)C(=O)N(C1=C(C=C(C=C1)F)S(=O)(=O)C)CC=1C=CC=2C3=C(C(=NC2C1)NCC1=CC(=C(C=C1)C)C)C=NN3C